BrC=1C(=NC(=NC1)NC1=CC=C2CCCNC2=C1)NC1=C(C=CC=C1)P(C)C (2-((5-bromo-2-((1,2,3,4-tetrahydroquinolin-7-yl)amino)pyrimidin-4-yl)amino)phenyl)dimethylphosphine